6-(5-cyanopyrazin-2-ylamino)-4-(piperidin-3-ylmethylamino)-N-(pyridin-4-yl)pyridazine-3-carboxamide C(#N)C=1N=CC(=NC1)NC1=CC(=C(N=N1)C(=O)NC1=CC=NC=C1)NCC1CNCCC1